tert-butyl N-[1-(2-formyl-1H-pyrrolo[2,3-b]pyridin-6-yl)-1-methyl-ethyl]carbamate C(=O)C1=CC=2C(=NC(=CC2)C(C)(C)NC(OC(C)(C)C)=O)N1